COC(C1=C(C=C(C(=C1)F)C)OC)=O 5-Fluoro-2-methoxy-4-methylbenzoic acid methyl ester